C(#N)N=S(=O)(CC1=C2C(=NC(=C1)N1[C@@H](COCC1)C)C(=NS2)C2=CC(=NN2C2OCCCC2)C)C (cyanoimino)(methyl)({3-[3-methyl-1-(oxan-2-yl)-1H-pyrazol-5-yl]-5-[(3R)-3-methylmorpholin-4-yl]-[1,2]thiazolo[4,5-b]pyridin-7-yl}methyl)-λ^6-sulfanone